4-((4-((tert-butoxycarbonyl)amino)butyl)amino)benzoic acid C(C)(C)(C)OC(=O)NCCCCNC1=CC=C(C(=O)O)C=C1